2-((3R,4R)-3-Amino-4-fluoropiperidin-1-yl)-1-((5-fluoropyrimidin-2-yl)methyl)-1H-benzo[d]imidazol-6-carbonitril N[C@@H]1CN(CC[C@H]1F)C1=NC2=C(N1CC1=NC=C(C=N1)F)C=C(C=C2)C#N